ClC=1C=C(C(=C(C1)C=1C=CC=2N(C1)C=C(N2)NC(=O)C2CC2)CO)F N-(6-(5-chloro-3-fluoro-2-(hydroxymethyl)phenyl)imidazo[1,2-a]pyridin-2-yl)cyclopropanecarboxamide